3-(4-chloro-3-nitrophenyl)-5-(2-cyclopentylethyl)-1,2,4-oxadiazole ClC1=C(C=C(C=C1)C1=NOC(=N1)CCC1CCCC1)[N+](=O)[O-]